1-(5-(1H-pyrazol-1-yl)-2,3-dihydro-1H-indene-2-carbonyl)indoline-6-sulfonamide N1(N=CC=C1)C=1C=C2CC(CC2=CC1)C(=O)N1CCC2=CC=C(C=C12)S(=O)(=O)N